3-(dimethylamino)-1-(9-isopropyl-9H-carbazol-3-yl)prop-2-en-1-one [4-[5-[4-amino-2-(ethylsulfamoyl)phenyl]thiazol-2-yl]cyclohexyl]carbamate NC1=CC(=C(C=C1)C1=CN=C(S1)C1CCC(CC1)NC(O)=O)S(NCC)(=O)=O.CN(C=CC(=O)C=1C=CC=2N(C3=CC=CC=C3C2C1)C(C)C)C